C(C)(C)(C)[Si](OCC(CN[C@@H](CN1C=CC2=CC=CC=C12)C)(F)F)(C1=CC=CC=C1)C1=CC=CC=C1 3-[tert-butyl-(diphenyl)silyl]Oxy-2,2-difluoro-N-[(1R)-2-indol-1-yl-1-methyl-ethyl]Propan-1-amine